2-[4-(3-tert-Butyl-5-chlorobenzoyl)piperazin-1-yl]-3H-quinazolin-4-one C(C)(C)(C)C=1C=C(C(=O)N2CCN(CC2)C2=NC3=CC=CC=C3C(N2)=O)C=C(C1)Cl